C(C1=CC=CC=C1)OC(=O)N1CC(C1)CS(=O)(=O)C1=CC=C(O1)C(=O)O 5-[(1-benzyloxycarbonylazetidin-3-yl)methylsulfonyl]furan-2-carboxylic acid